2-(3,5-dichloro-4-(8-chloro-5-(2-hydroxy-3-(methylamino)-3-oxopropoxy)-2-methyl-4-oxo-1,6-naphthyridin-1(4H)-yl)phenoxy)ethyl dihydrogen phosphate P(=O)(OCCOC1=CC(=C(C(=C1)Cl)N1C(=CC(C2=C(N=CC(=C12)Cl)OCC(C(=O)NC)O)=O)C)Cl)(O)O